C(C)OC(=O)C1=CC2=C(N=CN2)S1 1H-thieno[2,3-d]Imidazole-5-carboxylic acid ethyl ester